2,4-DICHLORO-5-ETHOXYPHENYLBORONIC ACID ClC1=C(C=C(C(=C1)Cl)OCC)B(O)O